6-(2-amino-6-fluoro-5-(4-(piperidin-4-yl)phenyl)pyridin-3-yl)-7-fluoro-3,4-dihydroisoquinolin-1(2H)-one NC1=NC(=C(C=C1C=1C=C2CCNC(C2=CC1F)=O)C1=CC=C(C=C1)C1CCNCC1)F